3-(4-(ethylsulfonamido)phenyl)-5-((6-methylpyridin-2-yl)amino)-1H-pyrazole-4-carboxamide C(C)S(=O)(=O)NC1=CC=C(C=C1)C1=NNC(=C1C(=O)N)NC1=NC(=CC=C1)C